BrC1=CC(=C(O[C@@H]2C[C@H](CCC2)C(=O)OC(C)C)C=C1)F |r| (+/-)-isopropyl (1S,3S)-3-(4-bromo-2-fluorophenoxy)cyclohexane-1-carboxylate